C12CNCC(C1C1=C3CN(C(C3=C(C=C1F)F)=O)C1C(NC(CC1)=O)=O)C2 3-(4-(3-azabicyclo[3.1.1]heptan-6-yl)-5,7-difluoro-1-oxoisoindolin-2-yl)piperidine-2,6-dione